CN1N=CC(=C1)CNC(NCCCCCCCCCCCCCCC(=O)O)=O 15-(3-((1-methyl-1H-pyrazol-4-yl)methyl)ureido)pentadecanoic acid